(1R,3S)-3-(3-(3-(1,3-dioxolan-2-yl)-4-((4-methoxybenzyl)oxy) benzamido)-1H-pyrazol-5-yl)cyclopentyl isopropylcarbamate C(C)(C)NC(O[C@H]1C[C@H](CC1)C1=CC(=NN1)NC(C1=CC(=C(C=C1)OCC1=CC=C(C=C1)OC)C1OCCO1)=O)=O